2-amino-6-oxo-4,5,6,7-tetrahydrobenzothiazole NC=1SC2=C(N1)CCC(C2)=O